[As]=O.[Sb] antimony-arsenic oxide